C(#N)C=1C=C(C=NC1)COC=1C(=C2CCCC2=C(C1)OCC=1C(=C(C=CC1)C1=CC=CC=C1)C)CN1[C@@H](C[C@H](C1)O)C(=O)O (2S,4R)-1-((5-((5-cyanopyridin-3-yl)methoxy)-7-((2-methyl-[1,1'-biphenyl]-3-yl)methoxy)-2,3-dihydro-1H-inden-4-yl)methyl)-4-hydroxypyrrolidine-2-carboxylic acid